2-(9,9-bis(6-bromohexyl)-9H-fluorene-2-yl)thiophene BrCCCCCCC1(C2=CC=CC=C2C=2C=CC(=CC12)C=1SC=CC1)CCCCCCBr